C(C)(C)C1=C(C(=CC(=C1)C(C)C)C(C)C)S(=O)(=O)OC(C(=O)O)=C 2-(2,4,6-triisopropylbenzenesulfonyloxy)-acrylic acid